ClC=1C(=C(C(=C(C1)[C@@H](C)O)OCC)[C@H](C[N+](=O)[O-])C(C(=O)OC)C(=O)OC)F dimethyl ((1R)-1-{3-chloro-6-ethoxy-2-fluoro-5-[(1R)-1-hydroxyethyl]phenyl}-2-nitroethyl)malonate